COC=1C=C(C=CC1C)NC(=O)C1(CCC(CC1)N1C(NC2=CC=CC(=C2C1)C)=O)C (1r,4r)-N-(3-methoxy-4-methylphenyl)-1-methyl-4-(5-methyl-2-oxo-1,2-dihydroquinazolin-3(4H)-yl)cyclohexanecarboxamide